2-(2,6-dioxopiperidin-3-yl)-1,3-dioxoisoindol O=C1NC(CCC1N1C(C2=CC=CC=C2C1=O)=O)=O